C(C)[C@]1(C(OCC=2C(N3CC=4C(=NC=5C=C(C(=CC5C4CN4CCN(CC4)S(=O)(=O)C4=CC=CC=C4)C)F)C3=CC21)=O)=O)O (S)-4-ethyl-8-fluoro-4-hydroxy-9-methyl-11-((4-(phenylsulfonyl)piperazin-1-yl)methyl)-1,12-dihydro-14H-pyrano[3',4':6,7]-indolizino[1,2-b]quinoline-3,14(4H)-dione